N[C@@H]1[C@H](N(CC1)C(=O)OC(C)(C)C)C(=O)OC 1-(tert-butyl) 2-methyl (2S,3S)-3-aminopyrrolidine-1,2-dicarboxylate